2,4,6-trihydroxyl-methylbenzene OC1=C(C(=CC(=C1)O)O)C